N1CCNCCCCN1 1,4,9-triazacyclononane